C1(CC1)C=1C(=NC(=NC1)NC=1C(=NN(C1)C1CCN(CC1)C)C)NCCCN1C(N(CCC1)C)=O 1-(3-((5-cyclopropyl-2-((3-methyl-1-(1-methylpiperidin-4-yl)-1H-pyrazol-4-yl)amino)pyrimidin-4-yl)amino)propyl)-3-methyltetrahydropyrimidin-2(1H)-one